2-methylpropanesulfonic acid potassium salt [K+].CC(CS(=O)(=O)[O-])C